amino-imidazole NC=1NC=CN1